2,2-difluorospiro[2.5]octan-6-amine FC1(CC12CCC(CC2)N)F